2-fluoro-2-deoxy-mannose F[C@H](C=O)[C@@H](O)[C@H](O)[C@H](O)CO